N,N-dimethyl-propyl-ammonium C[NH+](C)CCC